(3-(benzo[d][1,3]dioxan-5-yl)propionyl)benzoyl-hydrazine O1COCC2=C1C=CC=C2CCC(=O)N(N)C(C2=CC=CC=C2)=O